C(C)O[C@H](C(=O)O)CC1=CC=C(C=C1)OCCN1C(=CC=C1C1=CC=C(C=C1)SC)C (2S)-2-ethoxy-3-[4-(2-{2-methyl-5-[4-(methylsulfanyl)phenyl]-1H-pyrrol-1-yl}ethoxy)phenyl]propanoic acid